8-methyl-5H-benzo[b]carbazole-6,11-dione CC=1C=CC2=C(C(C=3NC4=CC=CC=C4C3C2=O)=O)C1